bromo-3-chloro-5'-fluoro-2'-methoxy-[1,1'-biphenyl] BrC1=C(C=CC=C1Cl)C1=C(C=CC(=C1)F)OC